C(CCCC)OC(=O)C=1NC2=CC=C(C=C2C1)C 5-methylindole-2-carboxylic acid amyl ester